(Z)-N-((2R,3R,5S,6S)-2,5-dimethyl-6-((E)-3-methylpent-2,4-dienyl)tetrahydro-2H-pyran-3-yl)-4-(3-methoxyisoxazol-5-yl)pent-2-enamide sodium 4-methylthiophenylborate CSC1=CC=C(C=C1)OB([O-])[O-].[Na+].C[C@H]1O[C@H]([C@H](C[C@H]1NC(\C=C/C(C)C1=CC(=NO1)OC)=O)C)C\C=C(\C=C)/C.[Na+]